aluminum monoacetylacetonide bis(ethyl acetoacetate) C(C)CC(CC(=O)[O-])=O.C(C)CC(CC(=O)[O-])=O.C(C)(=O)CC([CH2-])=O.[Al+3]